ClC=1C(=NC(=C(C1N)Cl)Cl)N 3,5,6-trichloro-2,4-pyridinediamine